8-fluoro-2-((((S)-1-methylpyrrolidin-2-yl)methoxy)-7-(1,1a,6,6a-tetrahydrocyclopropa[a]inden-2-yl)pyridino[4,3-d]pyrimidin-4-yl)piperazine-1-carboxylate FC1=C(N=CC2=C1N=C(N=C2C2N(CCNC2)C(=O)[O-])OC[C@H]2N(CCC2)C)C2=CC=CC=1CC3C(C21)C3